6-(6-(6-(1-acryloylazetidine-3-carbonyl)-2,6-diazaspiro[3.4]octan-2-yl)pyridin-3-yl)-4-methoxypyrazolo[1,5-a]pyridine-3-carbonitrile C(C=C)(=O)N1CC(C1)C(=O)N1CC2(CN(C2)C2=CC=C(C=N2)C=2C=C(C=3N(C2)N=CC3C#N)OC)CC1